C(C)(C)(C)OC(N[C@@H]1[C@H](CC1)CC#N)=O tert-butyl-((1S,2R)-2-(cyanomethyl)cyclobutyl)carbamate